FC=1C=C(C=CC1F)C=1C=NN(C1)CC(=O)OCC ethyl 2-[4-(3,4-difluorophenyl)pyrazol-1-yl]acetate